C(C)C1=NC(=CC=C1N1C[C@@H](CC1)CC(=O)OC)C=1N=NN(C1COC1OCCCC1)C methyl 2-[(3S)-1-(2-ethyl-6-{1-methyl-5-[(oxan-2-yloxy)methyl]-1H-1,2,3-triazol-4-yl}pyridin-3-yl)pyrrolidin-3-yl]acetate